1,2-di-(4Z,7Z,10Z,13Z,16Z,19Z-docosahexaenoyl)-sn-glycero-3-phosphoserine CC/C=C\C/C=C\C/C=C\C/C=C\C/C=C\C/C=C\CCC(=O)OC[C@H](COP(=O)(O)OC[C@@H](C(=O)O)N)OC(=O)CC/C=C\C/C=C\C/C=C\C/C=C\C/C=C\C/C=C\CC